O(C1=CC=CC=C1)C(=O)NC1=CC=C(C=C1)C12CC(C1)(C2)NC(OCC2=CC=CC=C2)=O benzyl (3-(4-((phenoxycarbonyl)amino)phenyl)bicyclo[1.1.1]pentan-1-yl)carbamate